N-cyclohexyl-3-((13S,15S,Z)-4-fluoro-16-(hydroxymethylene)-13-methyl-17-oxo-7,8,9,11,12,13,14,15,16,17-decahydro-6H-cyclopenta[a]phenanthren-15-yl)propanamide C1(CCCCC1)NC(CC[C@H]/1C2C3CCC=4C(=CC=CC4C3CC[C@@]2(C(\C1=C/O)=O)C)F)=O